8-(4-chloro-1,2,6-trimethyl-1H-benzo[d]imidazol-5-yl)-3-(3,4,5-trifluorobenzoyl)indolizine-1-carbaldehyde ClC1=C(C(=CC=2N(C(=NC21)C)C)C)C2=CC=CN1C(=CC(=C21)C=O)C(C2=CC(=C(C(=C2)F)F)F)=O